ClC1=C(C=C(C=C1)Cl)C1=CC2=C(N=C(N=C2)S(=O)(=O)C)N(C1=O)C 6-(2,5-dichlorophenyl)-8-methyl-2-(methylsulfonyl)pyrido[2,3-d]pyrimidin-7(8H)-one